CN1C(C=NC(=C1C1=CC=CC=C1)C1=CC=CC=C1)O 1-methyl-5,6-diphenyl-2-hydroxypyrazine